NC1=CC=NC(=C1C(=O)N)OC 4-Amino-2-methoxynicotinamide